6-[3-(pyridin-3-yloxy)-azetidin-1-ylmethyl]-3-(tetrahydro-pyran-4-yl)-7H-imidazo[1,5-a]pyrazin-8-one N1=CC(=CC=C1)OC1CN(C1)CC=1NC(C=2N(C1)C(=NC2)C2CCOCC2)=O